tert-butyl (S)-2-(((tert-butyldiphenylsilyl) oxy) methyl)-5-oxopyrrolidine-1-carboxylate [Si](C1=CC=CC=C1)(C1=CC=CC=C1)(C(C)(C)C)OC[C@H]1N(C(CC1)=O)C(=O)OC(C)(C)C